C(N)(=O)C1=CC(=C(OCC=2C3=C(SC2C(=O)OCCN(C)C)C=CC=C3Cl)C(=C1)F)F 2-(Dimethylamino)ethyl 3-((4-carbamoyl-2,6-difluorophenoxy)methyl)-4-chlorobenzo[b]thiophene-2-carboxylate